FC1=C(C=CC=C1C=1C=NNC1C(F)(F)F)C=O [2-fluoro-3-[5-(trifluoromethyl)-1H-pyrazol-4-yl]phenyl]methanone